Cl.ClC1=CC=C(C[C@H]2CO[C@H](CN2C2CCC(CC2)C2=NN(C(=C2)C)CC)C(=O)NCC)C=C1 (2R,5S)-5-(4-chlorobenzyl)-N-ethyl-4-(4-(1-ethyl-5-methyl-1H-pyrazol-3-yl)cyclohexyl)morpholine-2-carboxamide hydrochloride